(2-amino-5-(pyridine-3-yl)phenyl)dimethyl-phosphine oxide NC1=C(C=C(C=C1)C=1C=NC=CC1)P(C)(C)=O